NC1=C(C=C(C=C1)Cl)C(=O)C1=CC=CC=C1 (2-amino-5-chlorophenyl)(phenyl)methanone